(S)-3-(3-(4-hydroxy-1,6-dimethyl-2-oxo-1,2-dihydropyridin-3-yl)ureido)-3-(2',5,6'-trimethylbiphenyl-3-yl)propionic acid OC1=C(C(N(C(=C1)C)C)=O)NC(N[C@@H](CC(=O)O)C=1C=C(C=C(C1)C)C1=C(C=CC=C1C)C)=O